(4aR,8aS)-6-[6-[[5-(trifluoromethyl)pyrazin-2-yl]methyl]-2-azaspiro[3.3]heptane-2-carbonyl]-4,4a,5,7,8,8a-hexahydropyrido[4,3-b][1,4]oxazin-3-one FC(C=1N=CC(=NC1)CC1CC2(CN(C2)C(=O)N2C[C@@H]3[C@@H](OCC(N3)=O)CC2)C1)(F)F